4-phenyl-4,5-dihydro-oxazol C1(=CC=CC=C1)C1N=COC1